nickel iron (2+) cobalt [Co+2].[Fe+2].[Ni+2]